rac-N-((1R,2R)-2-((tert-butyldimethylsilyl)oxy)cyclohexyl)-2,5-dimethylbenzo[d]thiazol-6-amine [Si](C)(C)(C(C)(C)C)O[C@H]1[C@@H](CCCC1)NC1=CC2=C(N=C(S2)C)C=C1C |r|